6-hydroxymethyl-2-azaspiro[3.3]heptane OCC1CC2(CNC2)C1